4-(3-((7H-pyrrolo[2,3-d]pyrimidin-4-yl)amino)-4-((tetrahydro-2H-pyran-4-yl)oxy)phenyl)-2-(thiazol-2-yl)but-3-yn-2-ol N1=CN=C(C2=C1NC=C2)NC=2C=C(C=CC2OC2CCOCC2)C#CC(C)(O)C=2SC=CN2